(tert-butyl)-N-isoamyl-2-(methylthio)-1H-imidazole-1-carboxamide C(C)(C)(C)C=1N=C(N(C1)C(=O)NCCC(C)C)SC